N-tetrahydronaphthalen-1-yl-pyridine-2-carboxamide C1(CCCC2=CC=CC=C12)NC(=O)C1=NC=CC=C1